CC1(N(CC=C(C1)B1OC(C(O1)(C)C)(C)C)C(=O)OC(C)(C)C)C tert-butyl 2,2-dimethyl-4-(4,4,5,5-tetramethyl-1,3,2-dioxa-borolan-2-yl)-3,6-dihydro-pyridine-1(2H)-carboxylate